MANNOSAMINE-1-14C O[14CH]1[C@@H](N)[C@@H](O)[C@H](O)[C@H](O1)CO